COC=1C(=CC(=C(C1)N1CCC2(CN(C2)C)CC1)C)[N+](=O)[O-] 7-(5-methoxy-2-methyl-4-nitro-phenyl)-2-methyl-2,7-diazaspiro[3.5]nonane